[Pd+2].CS(=O)(=O)[O-].CS(=O)(=O)[O-] methanesulfonate palladium (II)